(R)-1-(5-fluoro-2-methoxypyridin-3-yl)but-3-en-1-amine FC=1C=C(C(=NC1)OC)[C@@H](CC=C)N